4-(4-fluorobenzyl)-8,8-dimethyl-7,8-dihydro-6H-pyrrolo[2,3-e][1,2,3]triazolo[1,5-a]pyridine FC1=CC=C(CC=2C=3N(C4=C(C2)NCC4(C)C)N=NC3)C=C1